((6-bromo-4-chloroquinolin-7-yl)oxy)ethan-1-ol BrC=1C=C2C(=CC=NC2=CC1OC(C)O)Cl